(R)-tert-butyl-3-((7-chloro-8-fluoro-2-(((2R,7aS)-2-fluorohexahydro-1H-pyrrolizin-7a-yl)methoxy)pyrido[4,3-d]pyrimidin-4-yl)(methyl)amino)pyrrolidine C(C)(C)(C)N1C[C@@H](CC1)N(C)C=1C2=C(N=C(N1)OC[C@]13CCCN3C[C@@H](C1)F)C(=C(N=C2)Cl)F